CN[C@H](C)C1=CC=CC=C1 (R)-N-methyl-1-phenylethylamine